C(C#C)NC=1C(NC(N([C@H]2[C@H](O)[C@H](O)[C@@H](CO)O2)C1)=O)=O 5-propargylaminouridine